N-oleoyl-creatine octadecyl-ammonium salt C(CCCCCCCCCCCCCCCCC)[NH3+].C(CCCCCCC\C=C/CCCCCCCC)(=O)NC(N(CC(=O)[O-])C)=N